sinapoate C(\C=C\C1=CC(OC)=C(O)C(OC)=C1)(=O)[O-]